CC=1N=CC=2C(N1)=CC(N(C2)C2(COC2)C)=O 2-methyl-6-(3-methyloxetan-3-yl)pyrido[4,3-d]pyrimidin-7(6H)-one